ClC=1C=C(C=C(C1)F)C=1N(N=C2[C@H](N(CCC21)C(=O)C=2C=C1N=CC=NC1=CC2)C)C (R)-(3-(3-chloro-5-fluorophenyl)-2,7-dimethyl-2,4,5,7-tetrahydro-6H-pyrazolo[3,4-c]pyridin-6-yl)(quinoxalin-6-yl)methanone